C1(=CC=C(C=C1)NC(CCCCCCS=C(C(C)C)O)=O)C1=CC=CC=C1.NCCNCCC[Si](OC)(OC)OC N-2-aminoethyl-3-aminopropyl-trimethoxysilane S-(7-([1,1'-biphenyl]-4-ylamino)-7-oxoheptyl)2-methylpropanethioate